S(=O)(=O)([O-])[O-].[Na+].[F].[Na+] fluorine sodium sulfate